2-((1H-pyrazolo[4,3-d]pyrimidin-7-yl)amino)-9-(5,6,7,8-tetrahydro-1,8-naphthyridin-2-yl)nonanoic acid N1N=CC=2N=CN=C(C21)NC(C(=O)O)CCCCCCCC2=NC=1NCCCC1C=C2